Ethyl 3-((3S,4S)-4-((tert-butoxycarbonyl)amino)-3-methyl-2-oxa-8-azaspiro[4.5]decan-8-yl)-5-methylpyrazine-2-carboxylate C(C)(C)(C)OC(=O)N[C@@H]1[C@@H](OCC12CCN(CC2)C=2C(=NC=C(N2)C)C(=O)OCC)C